NC1=CC(=C(C=C1OC)N1CCC(CC1)N1CCN(CC1)C(=O)OC(C)(C)C)C1CCCC1 tert-butyl 4-[1-(4-amino-2-cyclopentyl-5-methoxyphenyl)piperidin-4-yl]piperazine-1-carboxylate